methoxy-1-methyl-1H-benzo[d]imidazole-6-carboxylic acid COC1=NC2=C(N1C)C=C(C=C2)C(=O)O